ammonium niobium salt [Nb+5].[NH4+]